ClC1=C(C=C(OC2=C(C=C(COC3=NC(N4C(N5C6(CC4)CC(C5)C6)=C3)=O)C=C2F)F)C=C1)C(F)(F)F 2-((4-(4-chloro-3-(trifluoromethyl)phenoxy)-3,5-di-fluorobenzyl)oxy)-6,7,9,10-tetrahydro-4H,8H-7a,9-methanopyrimido[1,6-a]pyrrolo[1,2-c]pyrimidine-4-one